(S)-N-(1-((3,5-dichloropyridin-2-yl)oxy)propan-2-yl)-5-chloro-6-difluoromethylpyrimidin-4-amine ClC=1C(=NC=C(C1)Cl)OC[C@H](C)NC1=NC=NC(=C1Cl)C(F)F